FC=1C=C(C=NC1)CC1(CCN(CC1)C(=O)OC(C)(C)C)C(NOC[C@@H](CN1CCCCC1)O)=O |r| rac-tert-butyl 4-((5-fluoropyridin-3-yl)methyl)-4-((2-hydroxy-3-(piperidin-1-yl)propoxy)carbamoyl)piperidine-1-carboxylate